NCCCCCCNCCCCCCN di-(6-aminohexyl)amine